N1,N3-bis(4,6-dichloro-1,3,5-triazin-2-yl)benzene-1,3-diamine ClC1=NC(=NC(=N1)Cl)NC1=CC(=CC=C1)NC1=NC(=NC(=N1)Cl)Cl